methyl 3-(2-cyclopropylacetyl)-6-fluoro-2-(4-fluorophenyl)-1H-indole-4-carboxylate C1(CC1)CC(=O)C1=C(NC=2C=C(C=C(C12)C(=O)OC)F)C1=CC=C(C=C1)F